2-((tert-butoxycarbonyl)amino)-5-chlorobenzyl-(6-(((6-cyclopropylimidazo[1,2-a]pyridin-2-yl)methyl)amino)pyrimidin-4-yl)carbamate C(C)(C)(C)OC(=O)NC1=C(CN(C([O-])=O)C2=NC=NC(=C2)NCC=2N=C3N(C=C(C=C3)C3CC3)C2)C=C(C=C1)Cl